ClC1=C(C=C(C=C1)CC(=O)NC1=CC=C(C=C1)C1=NC=NC2=CC(=C(C=C12)OC)OCC1CCN(CC1)CC)C(F)(F)F 2-(4-chloro-3-(trifluoromethyl)phenyl)-N-(4-(7-((1-ethylpiperidin-4-yl)methoxy)-6-methoxyquinazoline-4-yl)phenyl)acetamide